N-(2-(bis(4-methoxybenzyl)amino)-5,6-dimethyl-4-(((2,2,5-trimethyl-1,3-dioxan-5-yl)methyl)amino)pyridin-3-yl)-3,3,3-trifluoropropanamide COC1=CC=C(CN(C2=NC(=C(C(=C2NC(CC(F)(F)F)=O)NCC2(COC(OC2)(C)C)C)C)C)CC2=CC=C(C=C2)OC)C=C1